CC1=CC=2N(C=C1)C=C(N2)C(=O)N 7-methyl-imidazo[1,2-a]pyridine-2-carboxamide